2-((6-((3-chlorobenzyl)amino)-9H-purin-9-yl)methyl)tetrahydrofuran ClC=1C=C(CNC2=C3N=CN(C3=NC=N2)CC2OCCC2)C=CC1